N-(6-bromo-2-(2,2,2-trifluoroethoxy)pyridin-3-yl)acetamide BrC1=CC=C(C(=N1)OCC(F)(F)F)NC(C)=O